ethyl P-((5-(5-(chlorodifluoromethyl)-1,2,4-oxadiazol-3-yl)pyridin-2-yl)methyl)-N-(m-tolyl)phosphonamidate ClC(C1=NC(=NO1)C=1C=CC(=NC1)CP(OCC)(=O)NC=1C=C(C=CC1)C)(F)F